CC=1C=C(C=C(C1)C)P(C1=CC(=CC(=C1)C)C)C=1C(=C(C2=CC=CC=C2C1)C1=CC=CC2=CC=CC=C12)P(C1=CC(=CC(=C1)C)C)C1=CC(=CC(=C1)C)C bis[bis(3,5-dimethylphenyl)phosphino]-1,1'-binaphthyl